N-(5-Cyano-4-((2-methoxyethyl)amino)pyridin-2-yl)-7-formyl-6-((5-carbonyl-7-oxa-4-azaspiro[2.5]octane-4-yl)methyl)-3,4-dihydro-1,8-naphthyridin-1(2H)-carboxamide C(#N)C=1C(=CC(=NC1)NC(=O)N1CCCC2=CC(=C(N=C12)C=O)CN1C2(CC2)COCC1=C=O)NCCOC